COC1=NC=C(C=N1)[C@@H](CC(=O)O)C=1SC=C(N1)CCCCC1=NC=2NCCCC2C=C1 (R)-3-(2-methoxypyrimidin-5-yl)-3-(4-(4-(5,6,7,8-tetrahydro-1,8-naphthyridin-2-yl)butyl)thiazol-2-yl)propanoic acid